1-(6-nitrobenzodioxolane-5-yl)ethanol [N+](=O)([O-])C=1C(=CC2=C(OCO2)C1)C(C)O